S1NC=NC=N1 1,2,4,6-thiatriazine